(1R,6S)-2,2,6-trimethyl-N-phenethylcyclohexane-1-carboxamide CC1([C@@H]([C@H](CCC1)C)C(=O)NCCC1=CC=CC=C1)C